CN(C)[Si](C)(C)C N-(Trimethylsilyl)dimethylamine